(R)-1-(2-chloro-pyridin-3-yl)-ethyl (1-methyl-4-(5-((4-morpholinophenyl)-carbamoyl)-pyridin-2-yl)-1H-1,2,3-triazol-5-yl)carbamate CN1N=NC(=C1NC(O[C@H](C)C=1C(=NC=CC1)Cl)=O)C1=NC=C(C=C1)C(NC1=CC=C(C=C1)N1CCOCC1)=O